FC1([C@H](C12CCN(CC2)S(=O)(=O)N)C2=NOC(=N2)C=2C(=NOC2)C(F)(F)F)F (2R)-1,1-difluoro-2-{5-[3-(trifluoromethyl)isoxazol-4-yl]-1,2,4-oxadiazol-3-yl}-6-azaspiro[2.5]octane-6-sulfonamide